2,3-dioxosuccinaldehyde O=C(C=O)C(C=O)=O